NC1=NN(C(=C1)C1=CC(=C(C#N)C=C1)F)C=1C=C2C=NNC2=CC1 4-(3-amino-1-(1H-indazol-5-yl)-1H-pyrazol-5-yl)-2-fluorobenzonitrile